(S)-N-(1-(7-(8-ethynyl-7-fluoro-3-hydroxynaphthalen-1-yl)-8-fluoro-2-((tetrahydro-1H-pyrrolizin-7a(5H)-yl)methoxy)pyrido[4,3-d]pyrimidin-4-yl)azepan-3-yl)acrylamide C(#C)C=1C(=CC=C2C=C(C=C(C12)C1=C(C=2N=C(N=C(C2C=N1)N1C[C@H](CCCC1)NC(C=C)=O)OCC12CCCN2CCC1)F)O)F